N5-(3-fluoro-4-(2-(4-methylpiperazin-1-yl)ethoxy)phenethyl)-2-(furan-2-yl)-[1,2,4]triazolo[1,5-a][1,3,5]triazine-5,7-diamine FC=1C=C(CCNC2=NC=3N(C(=N2)N)N=C(N3)C=3OC=CC3)C=CC1OCCN1CCN(CC1)C